7-(4-(1-methyl-1H-pyrazol-4-yl)benzyl)furo[3,2-b]pyridine-5-carboxylic acid CN1N=CC(=C1)C1=CC=C(CC2=C3C(=NC(=C2)C(=O)O)C=CO3)C=C1